C(=O)(O)C1CN(C1)C1=CC(=C2C(C(=CN(C2=N1)C=1SC=CN1)C(=O)O)=O)C 7-(3-carboxyazetidin-1-yl)-5-methyl-4-oxo-1-(1,3-thiazol-2-yl)-1,4-dihydro-1,8-naphthyridine-3-carboxylic acid